Benzyl (2R)-3-(4-cyanophenyl)-2-hydroxypropanoate C(#N)C1=CC=C(C=C1)C[C@H](C(=O)OCC1=CC=CC=C1)O